(1R,4s)-4-(8-(4-chloro-2,6-difluorophenylamino)-2-((3R,4S)-3-methyltetrahydro-2H-pyran-4-ylamino)-9H-purin-9-yl)cyclohexanecarboxamide ClC1=CC(=C(C(=C1)F)NC=1N(C2=NC(=NC=C2N1)N[C@@H]1[C@H](COCC1)C)C1CCC(CC1)C(=O)N)F